[C@@H]12OC[C@@H](N(C1)C1CCN(CC1)C1=C(C=C(C(=C1)OC)NC1=NC=NC(=C1)N1OCC[C@@H]1C1=CC(=CC(=C1)F)F)NC(C=C)=O)C2 N-(2-(4-((1S,4S)-2-oxa-5-azabicyclo[2.2.1]heptane-5-yl)piperidine-1-yl)-5-((6-((R)-3-(3,5-difluorophenyl)isoxazolidine-2-yl)pyrimidine-4-yl)amino)-4-methoxyphenyl)acrylamide